(1s,4s)-4-(3-chloroanilino)-2'-[5-(pyridin-4-yl)-1-benzofuran-2-yl]spiro[cyclohexane-1,1'-indene]-4-carboxylic acid ClC=1C=C(NC2(CCC3(C(=CC4=CC=CC=C34)C=3OC4=C(C3)C=C(C=C4)C4=CC=NC=C4)CC2)C(=O)O)C=CC1